CO/C=C/C1=C2C=CN(C2=CC=C1)C=1C=C2C=CC=NC2=CC1 6-(4-[(E)-2-methoxyvinyl]-1h-indol-1-yl)Quinoline